ethyl (2RS)-2-[6-bromo-4-(difluoromethyl)-1-oxo-isoindolin-2-yl]-2-[(6R)-6-fluoro-6,7-dihydro-5H-pyrrolo[1,2-c]imidazol-1-yl]acetate BrC1=CC(=C2CN(C(C2=C1)=O)[C@@H](C(=O)OCC)C1=C2N(C=N1)C[C@@H](C2)F)C(F)F |&1:11|